N-(2-aminoethyl)-3-aminopropyldiethoxysilane NCCNCCC[SiH](OCC)OCC